COC1=CC=C(C=C1)C(OC[C@H]1O[C@H](CC1OP(OCCC#N)N(C(C)C)C(C)C)N1N=NC(=C1)CN(CC#C)CC#C)(C1=CC=CC=C1)C1=CC=C(C=C1)OC 3-[[(2R,5R)-2-[[bis(4-methoxyphenyl)-phenyl-methoxy]methyl]-5-[4-[[bis(prop-2-ynyl)amino]methyl]triazol-1-yl]tetrahydrofuran-3-yl]oxy-(diisopropylamino)phosphanyl]oxypropanenitrile